NC[C@H]([C@@H](O)[C@H]1[C@@H]([C@H](C[C@](O1)(C(=O)OC)SC1=CC=C(C=C1)C)O)NC(=O)OC(C)(C)C)O methyl (2R,4S,5R,6R)-6-((1R,2R)-3-amino-1,2-dihydroxypropyl)-5-((tert-butoxycarbonyl)amino)-4-hydroxy-2-(p-tolylthio)tetrahydro-2H-pyran-2-carboxylate